Tert-butyl ((1S,2S,4S)-2-amino-4-(3-(trifluoromethyl)phenyl)cyclohexyl)carbamate N[C@@H]1[C@H](CC[C@@H](C1)C1=CC(=CC=C1)C(F)(F)F)NC(OC(C)(C)C)=O